OCCN(C(=O)NCCO)CCO N,N,N'-trishydroxyethyl-urea